tricyclododecyl-amine C1(CCCCCCCCCCC1)N(C1CCCCCCCCCCC1)C1CCCCCCCCCCC1